ClC1=C(C(=CC(=C1)\C=C\C)OC)CC(=O)NC1(CCC(CC1)OC)C(=O)OC Methyl 1-(2-{2-chloro-6-methoxy-4-[(1E)-prop-1-en-1-yl]phenyl}acetamido)-4-methoxycyclohexanecarboxylate